[Na+].[Na+].C1(=CC=CC=C1)S(=O)(=O)[O-].C1(=CC=CC=C1)S(=O)(=O)[O-] benzenesulfonate disodium